BrC(C(=O)OC1=C(C=C)C=CC=C1)(C)C 2-(2-bromoisobutyryloxy)styrene